sodium dodecylphenoxy benzenedisulfonate, sodium salt [Na+].C=1(C(=CC=CC1)S(=O)(=O)[O-])S(=O)(=O)OOC1=C(C=CC=C1)CCCCCCCCCCCC.[Na+].C(CCCCCCCCCCC)C1=C(OOS(=O)(=O)C=2C(=CC=CC2)S(=O)(=O)[O-])C=CC=C1